C(C)OP(=O)(OCC)SC(C(=O)OCC)C1=CC=CC=C1 ethyl 2-((diethoxyphosphoryl) thio)-2-phenylacetate